C(C)(=O)NC1CC([NH+](C(C1)(C)C)[O-])(C)C 4-acetylamino-2,2,6,6-tetramethylpiperidine-N-oxide